COCCOC=1C=C(C=2N(C1)N=CC2C#N)C=2C=NC(=CC2)N2CCN(CC2)CC2=NC=C(C=C2)C 6-(2-methoxyethoxy)-4-(6-(4-((5-methylpyridin-2-yl)methyl)piperazin-1-yl)pyridin-3-yl)pyrazolo[1,5-a]pyridine-3-carbonitrile